allyl N-[(2R)-3-chloro-2-hydroxy-propyl]carbamate ClC[C@@H](CNC(OCC=C)=O)O